N-(6,7-difluoro-5-(methoxy-d1)-4-(4,4,5,5-tetramethyl-1,3,2-dioxaborolan-2-yl)naphthalen-2-yl)-1,1-diphenylmethanimine FC=1C(=C2C(=CC(=CC2=CC1F)N=C(C1=CC=CC=C1)C1=CC=CC=C1)B1OC(C(O1)(C)C)(C)C)OC[2H]